4-bromo-2-fluoro-5-(hydroxymethyl)benzoic acid BrC1=CC(=C(C(=O)O)C=C1CO)F